(R)-7-methyl-N-(3-((1s,3S)-3-methyl-1-(4-methyl-4H-1,2,4-triazol-3-yl)cyclobutyl)phenyl)-4-(((S)-3-methylpiperidin-1-yl)methyl)-6,7-dihydro-5H-cyclopenta[b]pyridine-2-carboxamide C[C@@H]1CCC=2C1=NC(=CC2CN2C[C@H](CCC2)C)C(=O)NC2=CC(=CC=C2)C2(CC(C2)C)C2=NN=CN2C